CC1=CN2C(=C(C(=C2C(=C1)C)C(=O)OC)C(=O)OC)C(C1=CC=C(C=C1)C)=O Dimethyl 6,8-dimethyl-3-(4-methylbenzoyl)indolizine-1,2-dicarboxylate